1-methyl-cyclopropane-1,2-dicarboxylic acid CC1(C(C1)C(=O)O)C(=O)O